tert-butyl (3S,5S)-3-({4-[4-(4-{[(dimethylamino)methylidene]amino}phenoxy)-2-methyl-1,3-thiazol-5-yl]pyrimidin-2-yl}amino)-5-fluoropiperidine-1-carboxylate CN(C)C=NC1=CC=C(OC=2N=C(SC2C2=NC(=NC=C2)N[C@@H]2CN(C[C@H](C2)F)C(=O)OC(C)(C)C)C)C=C1